(3-Bromo-5-(((S)-3-methylpiperidin-1-yl)methyl)phenyl)(cyclopropyl)-methanol BrC=1C=C(C=C(C1)CN1C[C@H](CCC1)C)C(O)C1CC1